ClC=1C=C(C=CC1F)NC1=NC=NC2=CC(=C(C=C12)NC(\C=C\CN1CCN(CC1)CC=1C=C2CN(C(C2=CC1)=O)C1C(NC(CC1)=O)=O)=O)OC (E)-N-(4-((3-chloro-4-fluorophenyl)amino)-7-methoxyquinazolin-6-yl)-4-(4-((2-(2,6-dioxopiperidin-3-yl)-1-oxoisoindolin-5-yl)methyl)piperazin-1-yl)but-2-enamide